1-(11Z-eicosenoyl)-2-hexadecanoyl-glycero-3-phospho-(1'-sn-glycerol) CCCCCCCCCCCCCCCC(=O)O[C@H](COC(=O)CCCCCCCCC/C=C\CCCCCCCC)COP(=O)(O)OC[C@H](CO)O